t-butyl 6-methylene-1,4-oxazepan-4-carboxylate C=C1CN(CCOC1)C(=O)OC(C)(C)C